C(C)C1=CC=C(O1)C=1C=CC(=C(C1)NC1=NC=NC2=CC(=C(C=C12)OC1CCN(CC1)C(C=C)=O)OC)OC 1-(4-((4-((5-(5-ethylfuran-2-yl)-2-methoxyphenyl)amino)-7-methoxy-quinazolin-6-yl)oxy)piperidin-1-yl)prop-2-en-1-one